8-(4-chloro-2-fluorophenyl)-2,3-dimethyl-6-(6-(1-methyl-1H-pyrazol-4-yl)-3,6-dihydro-2H-pyran-4-yl)pyrimido[5,4-d]pyrimidin-4(3H)-one ClC1=CC(=C(C=C1)C1=NC(=NC2=C1N=C(N(C2=O)C)C)C=2CCOC(C2)C=2C=NN(C2)C)F